2-(1-Isopropyl-6-methyl-1H-benzo[d]imidazol-2-yl)-1-(4-methoxyphenyl)vinyl-4-methoxybenzoat C(C)(C)N1C(=NC2=C1C=C(C=C2)C)C=C(C2=CC=C(C=C2)OC)OC(C2=CC=C(C=C2)OC)=O